ClC1=C(C=C(OCC(=O)N[C@@H]2CC[C@H](CC2)C(=O)NC=2SC3=C(N2)C=C(C=C3)Cl)C=C1)F trans-4-(2-(4-chloro-3-fluorophenoxy)acetamido)-N-(5-chlorobenzo[d]thiazol-2-yl)cyclohexane-1-carboxamide